5-[3-(3,5-dibromo-2-phenethyloxy-benzylamino)-propylamino]-4H-thieno[3,2-b]pyridin-7-one BrC=1C(=C(CNCCCNC2=CC(C3=C(N2)C=CS3)=O)C=C(C1)Br)OCCC1=CC=CC=C1